C(C(=O)[O-])(=O)[O-].C(C)(C)(C)[Si+](C)C.C(C)(C)(C)[Si+](C)C di(tert-butyl-dimethyl-silicon) oxalate